6-((4-((S)-2-(4-chloro-2-fluorophenyl)-2-methylbenzo[d][1,3]dioxol-4-yl)piperidin-1-yl)methyl)-5-((1,1-dioxidothietan-2-yl)methyl)nicotinonitrile ClC1=CC(=C(C=C1)[C@@]1(OC2=C(O1)C=CC=C2C2CCN(CC2)CC2=NC=C(C#N)C=C2CC2S(CC2)(=O)=O)C)F